C1=C(C=CC2=CC=CC=C12)C=1C2=CC=CC=C2C(=C2C=CC(=CC12)C1=CC=C(C=C1)C1=NC2=C(N1C1=CC=CC=C1)C=CC=C2)C2=CC1=CC=CC=C1C=C2 (2-[4-(9,10-di-2-naphthyl-2-anthryl)phenyl])-1-phenyl-benzimidazole